N1=CC(=CC=C1)CC(=O)NC1=CC=C(OC2CN(C2)C=2C=C(C(=O)O)C=CC2)C=C1 3-(3-(4-(2-(pyridin-3-yl)acetamido)phenoxy)azetidin-1-yl)benzoic acid